(R,E)-2-cyano-3-(5-cyano-1H-pyrrolo[2,3-b]pyridin-3-yl)-N-(1-(3,4-dimethoxyphenyl)ethyl)acrylamide C(#N)/C(/C(=O)N[C@H](C)C1=CC(=C(C=C1)OC)OC)=C\C1=CNC2=NC=C(C=C21)C#N